C[C@H]1[C@H](CCCN1)C(=O)O 2S,3S-2-METHYL-PIPERIDINE-3-CARBOXYLIC ACID